(E)-1,2,3,3,3-pentafluoropropene F\C=C(/C(F)(F)F)\F